2-bromo-4-chloro-6-fluoro-3-(1-methylcyclopropyl)aniline BrC1=C(N)C(=CC(=C1C1(CC1)C)Cl)F